(R)-1-(1-acryloylpyrrolidin-3-yl)-3-(4-(2,3-difluorophenoxy)phenyl)-1H-imidazo[4,5-c]pyridin-2(3H)-one C(C=C)(=O)N1C[C@@H](CC1)N1C(N(C=2C=NC=CC21)C2=CC=C(C=C2)OC2=C(C(=CC=C2)F)F)=O